COC1CCC(CC1)C1(N=CC2=C(N1)C(=CN=C2N)C2=CC=C1C=NCN(C1=C2)N2CCOCC2)N 2-((1R,4R)-4-methoxycyclohexyl)-8-(1-morpholinylquinazolin-7-yl)pyrido[4,3-d]pyrimidine-2,5-diamine